[N+](=O)([O-])C=1C=C(C=CC1)CS(=O)(=O)N1CCC2(OCCO2)CC1 8-[(3-nitrophenyl)methylsulfonyl]-1,4-dioxa-8-azaspiro[4.5]decane